C(=O)=CCC 1-carbonylpropane